2-(2-((2-phenylprop-2-yl)oxy)ethyl)-6-(4,4,5,5-tetramethyl-1,3,2-dioxaborolan-2-yl)isoindolin-1-one C1(=CC=CC=C1)C(C)(C)OCCN1C(C2=CC(=CC=C2C1)B1OC(C(O1)(C)C)(C)C)=O